CC1=CC(=C(C=C1)S(=O)(=O)N1[C@@H](CCC1)C(=O)OC(C)(C)C)OCCCCC=O tert-butyl ((4-methyl-2-((5-oxopentyl)oxy)phenyl)sulfonyl)-L-prolinate